tri(n-octyl-n-decyl) trimellitate CCCCCCCCCCOC(=O)C1=CC(=C(C=C1)C(=O)OCCCCCCCCCC)C(=O)OCCCCCCCCCC.CCCCCCCCOC(=O)C1=CC(=C(C=C1)C(=O)OCCCCCCCC)C(=O)OCCCCCCCC